(2S)-2-mercaptobutyric acid S[C@H](C(=O)O)CC